2-(dodecyloxy)acetic acid C(CCCCCCCCCCC)OCC(=O)O